tri(triethylsilane) phosphite P(O)(O)O.C(C)[SiH](CC)CC.C(C)[SiH](CC)CC.C(C)[SiH](CC)CC